COC1=C(C(=NC=C1)OC[C@@H]1N(CCC1)C(=O)OC(C)(C)C)[N+](=O)[O-] tert-butyl (2R)-2-{[(4-methoxy-3-nitropyridin-2-yl)oxy] methyl}pyrrolidine-1-carboxylate